5-(6-(1-(7-ethyl-6-oxo-5,6-dihydro-1,5-naphthyridin-3-yl)cyclopropyl)-2,6-diazaspiro[3.3]heptan-2-yl)-N-methylpicolinamide C(C)C=1C(NC=2C=C(C=NC2C1)C1(CC1)N1CC2(CN(C2)C=2C=CC(=NC2)C(=O)NC)C1)=O